C(C)N1CC2(CN(C2)C=2C=CC(=NC2)N)C1 5-(6-ethyl-2,6-diazaspiro[3.3]heptan-2-yl)pyridine-2-amine